(E)-4-Amino-2,5-Hexadienoic Acid NC(/C=C/C(=O)O)C=C